C(C=C)(=O)OCCCOC1=CC=C2C(=CC(OC2=C1)=O)C 7-(3-acryloyloxypropyloxy)-4-methylcoumarin